C(C1=CC=CC=C1)N(C)CC1=CC(=NC(=N1)N)NC1=C(C(=CC=C1)OC)OC 6-((Benzyl(methyl)amino)methyl)-N4-(2,3-dimethoxyphenyl)pyrimidine-2,4-diamine